1-(cyclopropanecarbonyl)-4-[2-methyl-4-({(1R)-1-[2-methyl-3-(trifluoromethyl)phenyl]ethyl}amino)pyrido[3,4-d]pyrimidin-6-yl]-1,4lambda5-azaphosphinan-4-one C1(CC1)C(=O)N1CCP(CC1)(=O)C1=CC2=C(N=C(N=C2N[C@H](C)C2=C(C(=CC=C2)C(F)(F)F)C)C)C=N1